BrC1=C(C=CC(=C1)C)[N+]#[C-] 2-BROMO-4-METHYLPHENYLISOCYANIDE